ClC=1C=CC(=C(C1)NC([C@H](C1=CC=C(C=C1)C=1N=NN(N1)C)[C@@H]1CC(CC1)(F)F)=O)F (S)-N-(5-Chloro-2-fluorophenyl)-2-((S)-3,3-difluorocyclopentyl)-2-(4-(2-methyl-2H-tetrazol-5-yl)phenyl)acetamide